2-fluoro-N-[(3R)-3-[(1R,3aS,3bR,5aS,7S,9aS,9bS,11aR)-7-hydroxy-9a,11a-dimethylhexadecahydro-1H-cyclopenta[1,2-a]phenanthren-1-yl]butyl]-N-methylbenzamide FC1=C(C(=O)N(C)CC[C@@H](C)[C@H]2CC[C@@H]3[C@@]2(CC[C@@H]2[C@]4(CC[C@@H](C[C@@H]4CC[C@@H]32)O)C)C)C=CC=C1